CN(C1=CC=C(C=C1)C(C(O)C1=CC=C(C=C1)N(C)C)=O)C 1,2-bis(4-dimethylaminophenyl)-2-hydroxyethanone